(R)-6-cyclopropoxy-N-(1-hydroxypropan-2-yl)-8-(6-azaspiro[2.5]octan-6-yl)quinoline-3-carboxamide C1(CC1)OC=1C=C2C=C(C=NC2=C(C1)N1CCC2(CC2)CC1)C(=O)N[C@@H](CO)C